N1N=NC2=C1C=CC(=C2)NC2(N=C1N(C=C(N=C1C(N2)=O)C(C)C)C2CCCC2)N 2-((1H-benzo[d][1,2,3]triazol-5-yl)amino)-8-cyclopentyl-6-isopropylpterin